C(#N)CC1CCC(CC1)N1C(=NC=2C1=C1C(=NC2)NC=C1)CO\N=C(\CCOC)/N (Z)-N'-((1-((1r,4r)-4-(cyanomethyl)cyclohexyl)-1,6-dihydroimidazo[4,5-d]pyrrolo[2,3-b]pyridin-2-yl)methoxy)-3-methoxypropanamidine